CC1=CC=CC(=N1)C1=NC=2N(C(=C1)NC1=C3C(=NC=C1)NC(=C3)CC[C@@H](C)O)N=CC2 (R)-4-(4-((5-(6-methylpyridin-2-yl)pyrazolo[1,5-a]pyrimidin-7-yl)amino)-1H-pyrrolo[2,3-b]pyridin-2-yl)butan-2-ol